BrC=1C=CC(=NC1C(=O)OC(C)(C)C)N1CC2=CC=CC=C2CC1 2-[5-bromo-6-(tert-butoxycarbonyl)pyridin-2-yl]1,2,3,4-tetrahydroisoquinoline